ClC=1C(=NC=CC1OC1=CC(=C(C=C1)OC(F)(F)F)F)N1CCC(CC1)NC(=S)NC=1C=NC=CC1 1-(1-(3-Chloro-4-(3-fluoro-4-(trifluoromethoxy)phenoxy)pyridin-2-yl)piperidin-4-yl)-3-(pyridin-3-yl)thiourea